C(C)(=O)N1CCN(CC1)CCN1C(N([C@@H](C1)C(=O)N(C)C1=C(C(=C(C=C1)F)Cl)F)C1=NC(=CC(=C1)C(F)(F)F)C)=O (S)-1-(2-(4-Acetylpiperazin-1-yl)ethyl)-N-(3-chloro-2,4-difluorophenyl)-N-methyl-3-(6-methyl-4-(trifluoromethyl)pyridin-2-yl)-2-oxoimidazolidine-4-carboxamide